C(C)(C)(C)OC(=O)N1C(C(C1)C)CBr (bromomethyl)-3-methylazetidine-1-carboxylic acid tert-butyl ester